ClC1=C(OCCOCCNC(COC2=C3C(N(C(C3=CC=C2)=O)C2C(NC(CC2)=O)=O)=O)=O)C=CC=C1C(=O)C1C(CCCC1=O)=O N-(2-(2-(2-chloro-3-(2,6-dioxocyclohexane-1-carbonyl)phenoxy)ethoxy)ethyl)-2-((2-(2,6-dioxopiperidin-3-yl)-1,3-dioxoisoindolin-4-yl)oxy)acetamide